CC1=C(N(CC)CC)C=CC(=C1)C 2,4-dimethyl-bisethylaniline